2-di-tert-butylphosphino-2',4',6'-triisopropylbi-phenyl C(C)(C)(C)P(C1=C(C=CC=C1)C1=C(C=C(C=C1C(C)C)C(C)C)C(C)C)C(C)(C)C